2-(6-Chloropyridin-3-yl)propan-2-ol ClC1=CC=C(C=N1)C(C)(C)O